N1-(3-((2-(4-Methoxyphenyl)quinolin-4-yl)amino)propyl)-N1,N3,N3-trimethyl-propane-1,3-diamine COC1=CC=C(C=C1)C1=NC2=CC=CC=C2C(=C1)NCCCN(CCCN(C)C)C